Fmoc-Valinol C(=O)(OCC1C2=CC=CC=C2C2=CC=CC=C12)N[C@@H](C(C)C)CO